tertbutyl (3R,5R)-3-(2-bromo-6-chloropyridin-4-yl)-5-methylpiperazine-1-carboxylate BrC1=NC(=CC(=C1)[C@@H]1CN(C[C@H](N1)C)C(=O)OC(C)(C)C)Cl